NC1=NC(=C(C=2N1C(N(N2)CC2=NC=C(C=C2)OC)=O)C2=CC(=NC(=C2)C)Cl)C2=CC=CC=C2 5-amino-8-(2-chloro-6-methylpyridin-4-yl)-2-((5-methoxypyridin-2-yl)methyl)-7-phenyl-[1,2,4]triazolo[4,3-c]pyrimidin-3(2H)-one